6-[3-[[tert-butyl(methyl)sulfamoyl]amino]-2-cyano-6-fluoro-phenoxy]-4-oxo-3-(2-piperazin-1-ylpyrimidin-5-yl)quinazoline C(C)(C)(C)N(S(=O)(=O)NC=1C(=C(OC=2C=C3C(N(C=NC3=CC2)C=2C=NC(=NC2)N2CCNCC2)=O)C(=CC1)F)C#N)C